(2S)-2-[[(2S)-2-amino-4-[5-[bis(2-chloroethyl)amino]-1-phenyl-benzimidazol-2-yl]butanoyl]amino]-4-methyl-pentanoic acid dihydrochloride Cl.Cl.N[C@H](C(=O)N[C@H](C(=O)O)CC(C)C)CCC1=NC2=C(N1C1=CC=CC=C1)C=CC(=C2)N(CCCl)CCCl